1-[5,7-difluoro-2-(4-fluorophenyl)-1H-indol-3-yl]-1,2,3-triazole-4-carbaldehyde FC=1C=C2C(=C(NC2=C(C1)F)C1=CC=C(C=C1)F)N1N=NC(=C1)C=O